6-(2-(2-hydroxyethoxy)ethyl)-2,4-dimethyl-4H-thiazolo[5',4':4,5]pyrrolo[2,3-d]pyridazin-5(6H)-one OCCOCCN1N=CC2=C(C1=O)N(C1=C2SC(=N1)C)C